4-carboxy-3,4-dihydro-2H-1-benzopyran C(=O)(O)C1CCOC2=C1C=CC=C2